ClC=1C(=NC(=NC1)NC1CCOCC1)C=1C=C2C(=NC1)CN(C2=O)CC(=O)NC(C)(C)C2=CC=CC=C2 2-(3-{5-chloro-2-[(oxan-4-yl)amino]pyrimidin-4-yl}-5-oxo-5H,6H,7H-pyrrolo[3,4-b]pyridin-6-yl)-N-(2-phenylpropan-2-yl)acetamide